7-(4-phenoxyphenyl)purin-8-one O(C1=CC=CC=C1)C1=CC=C(C=C1)N1C(NC2=NC=NC=C12)=O